1-(4-(2,6-dioxopiperidin-3-yl)-3,5-difluorophenyl)azetidin-3-yl(6-(1-methylcyclopropyl)pyridin-3-yl) carbamate C(N)(OC=1C(=NC(=CC1)C1(CC1)C)C1CN(C1)C1=CC(=C(C(=C1)F)C1C(NC(CC1)=O)=O)F)=O